N1C=CC2=CC=CC(=C12)N1C(CN(CC1)C(=O)OC(C)(C)C)=O tert-Butyl 4-(1H-indol-7-yl)-3-oxopiperazine-1-carboxylate